6-chloro-5'-(5-chloro-2-methylphenyl)-2'-(2,6-dimethoxypyridin-3-yl)-3'-isopropyl-3'H-spiro[indoline-3,4'-pyrrolo[3,4-d]imidazole]-2,6'(5'H)-dione ClC1=CC=C2C(=C1)NC(C21N(C(C=2N=C(N(C21)C(C)C)C=2C(=NC(=CC2)OC)OC)=O)C2=C(C=CC(=C2)Cl)C)=O